FC=1C(=CC=2C3=C(N(C2C1)CC1=CC=C(CP(OCC)(OCC)=O)C=C1)C=CC=N3)F diethyl (4-((7,8-difluoro-5H-pyrido[3,2-b]indol-5-yl)methyl)benzyl)phosphonate